C(C1=CC=CC=C1)OC(=O)NC1CC(C1)N1[C@@H]2CN([C@H](C1)C2)C(=O)OC(C)(C)C tert-butyl (1S,4S)-5-[3-(benzyloxycarbonylamino)cyclobutyl]-2,5-diazabicyclo[2.2.1]heptane-2-carboxylate